6-((2R,4S)-2-(1-cyclopropyl-1H-pyrazol-4-yl)tetrahydro-2H-pyran-4-yl)-2,3-dimethyl-8-(2,4,5-trifluorophenyl)pyrimido[5,4-d]pyrimidin-4(3H)-one C1(CC1)N1N=CC(=C1)[C@@H]1OCC[C@@H](C1)C=1N=C(C=2N=C(N(C(C2N1)=O)C)C)C1=C(C=C(C(=C1)F)F)F